1,3,4-octadecanetriol C(CC(C(CCCCCCCCCCCCCC)O)O)O